NCC1=CC(=C(C(=C1)C)NC(=O)C1=CC2=C(OCCC3=C2SC=C3)C=C1C=1C(=NC(=CC1)C(NC(C)(CCO)C)=O)C(=O)O)C 3-(9-((4-(aminomethyl)-2,6-dimethylphenyl)carbamoyl)-4,5-dihydrobenzo[b]thieno[2,3-d]oxepin-8-yl)-6-((4-hydroxy-2-methylbutan-2-yl)carbamoyl)picolinic acid